C[C@@H](C(=O)O)C=C (R)-2-methylbutan-3-enoic acid